S(=O)(=O)(C1=CC=C(N=NC2=CC=C(N(C)C)C=C2)C=C1)Cl DABSYL chloride